[Mo].[Cu].C(#N)CC1(CCN(CC1)CC1=CC=C(C=C1)C1=C(C=CC=C1)C(N(C)C)=O)N1N=C(C(=C1)C(=O)N)NC(=O)C1CC1 1-[4-(cyanomethyl)-1-[[4-[2-(dimethylcarbamoyl)phenyl]phenyl]methyl]-4-piperidyl]-3-(cyclopropanecarbonylamino)pyrazole-4-carboxamide Copper-molybdenum